4-aminotetrahydrophthalic acid NC1CC(C(C(=O)O)C=C1)C(=O)O